CC1=NSC=C1C(=O)N 3-methyl-1,2-thiazole-4-carboxamide